CN1N=C(C=C1C(=O)N[C@@H](C)C1=NC(=NO1)N1CC(CCC1)C(F)(F)F)C(F)(F)F 2-methyl-5-(trifluoromethyl)-N-[(1S)-1-[3-[3-(trifluoromethyl)-1-piperidyl]-1,2,4-oxadiazol-5-yl]ethyl]pyrazole-3-carboxamide